S1C(=CC2=C1CN(CC2)C(=O)OC(C)(C)C)C(=O)OC 6-(tert-butyl) 2-methyl 4,7-dihydrothieno[2,3-c]pyridine-2,6(5H)-dicarboxylate